NC=1SC2=C(N1)CC[C@@H](C2)NCCC (S)-2-amino-6-propylamino-4,5,6,7-tetrahydrobenzothiazole